Cl.N1(N=CC=C1)C1=C(CNC=2C=3N(N=C(C2)SC2CCNCC2)C(=CN3)C(C)C)C=CC=C1 N-(2-(1H-pyrazol-1-yl)benzyl)-3-isopropyl-6-(piperidin-4-ylthio)imidazo[1,2-b]pyridazin-8-amine hydrochloride